1,3-dimethylimidazolium mesylate S(C)(=O)(=O)[O-].CN1C=[N+](C=C1)C